C(C)(=O)C1=CC(=NC=C1)C(=O)NC12CC(C1)(C2)NC(COC2=CC(=C(C=C2)Cl)F)=O 4-acetyl-N-{3-[2-(4-chloro-3-fluorophenoxy)acetylamino]bicyclo[1.1.1]pentan-1-yl}pyridine-2-carboxamide